COC1(COC1)C1=CC=C(C=C1)C(=O)N1CCC(CC1)OC1=NC=C(C=C1)C(F)(F)F (4-(3-methoxyoxetan-3-yl)phenyl)(4-((5-(trifluoromethyl)pyridin-2-yl)oxy)piperidin-1-yl)methanone